[Se-2].[Ti+4].[Ti+4].[Se-2].[Se-2].[Se-2] diTitanium selenide